4a-(4-(trifluoromethyl)phenyl)hexahydro-2H-benzo[b][1,4]oxazin-3(4H)-one FC(C1=CC=C(C=C1)C12C(OCC(N1)=O)CCCC2)(F)F